7-(4-chloro-3-fluorophenyl)-5-ethyl-5,6,7,8-tetrahydro-2,7-naphthyridine-3-carboxylic acid ethyl ester C(C)OC(=O)C=1N=CC=2CN(CC(C2C1)CC)C1=CC(=C(C=C1)Cl)F